C(#C)C=1C(=CC=C2C=CC=C(C12)C1=C(C=2N=C(N=C(C2C=N1)N1C[C@@H](NCC1)CC#N)OC[C@]12CCCN2C[C@@H](C1)F)F)F 2-((S)-4-(7-(8-ethynyl-7-fluoronaphthalen-1-yl)-8-fluoro-2-(((2R,7aS)-2-fluorotetrahydro-1H-pyrrolizin-7a(5H)-yl)methoxy)pyrido[4,3-d]pyrimidin-4-yl)piperazin-2-yl)acetonitrile